dimethylphenyl-tetrakis(pentafluorophenyl)ammonium borate B([O-])([O-])[O-].CC=1C(=C(C=CC1)C1(C(C(=C(C(=C1F)F)F)F)F)[N+](C1=C(C(=C(C(=C1F)F)F)F)F)(C1=C(C(=C(C(=C1F)F)F)F)F)C1=C(C(=C(C(=C1F)F)F)F)F)C.CC=1C(=C(C=CC1)C1(C(C(=C(C(=C1F)F)F)F)F)[N+](C1=C(C(=C(C(=C1F)F)F)F)F)(C1=C(C(=C(C(=C1F)F)F)F)F)C1=C(C(=C(C(=C1F)F)F)F)F)C.CC=1C(=C(C=CC1)C1(C(C(=C(C(=C1F)F)F)F)F)[N+](C1=C(C(=C(C(=C1F)F)F)F)F)(C1=C(C(=C(C(=C1F)F)F)F)F)C1=C(C(=C(C(=C1F)F)F)F)F)C